N-trityl-1,2-ethanediamine hydrobromide C1=CC=C(C=C1)C(C2=CC=CC=C2)(C3=CC=CC=C3)NCCN.Br